3-{5-[(1,2-Dimethylpiperidin-4-yl)(methyl)amino][1,3]thiazolo[5,4-d][1,3]thiazol-2-yl}-6-(1H-pyrazol-4-yl)pyrimidin-4(3H)-on CN1C(CC(CC1)N(C=1SC2=C(N1)SC(=N2)N2C=NC(=CC2=O)C=2C=NNC2)C)C